Cl.C(C1=CC=CC=C1)N(C1=CC=C(C(=N1)F)C(N)=N)CC1=CC=CC=C1 6-(dibenzylamino)-2-fluoro-3-Pyridinecarboximidamide hydrochloride